4-(4-(4-(2,6-difluorobenzyl)-5-oxo-4,5-dihydro-1H-1,2,4-triazol-1-yl)phenoxy)benzonitrile FC1=C(CN2C=NN(C2=O)C2=CC=C(OC3=CC=C(C#N)C=C3)C=C2)C(=CC=C1)F